3-(allylsulfonyl)-2-chloro-4-(methylsulfonyl)benzoic acid C(C=C)S(=O)(=O)C=1C(=C(C(=O)O)C=CC1S(=O)(=O)C)Cl